5-chloro-6,7-difluoro-N-((2S,3S)-2-methylazetidin-3-yl)-1H-indole ClC=1C=C2C=CN(C2=C(C1F)F)[C@@H]1[C@@H](NC1)C